O1CCCC12CCC(CC2)C2=C1N(N=C2CN(CCNC)C)CCC1 N1-((3-(1-oxaspiro-[4.5]decan-8-yl)-5,6-dihydro-4H-pyrrolo-[1,2-b]pyrazol-2-yl)-methyl)-N1,N2-dimethylethane-1,2-diamine